[Ce].[Ru] ruthenium-cerium